(3S,6S)-1-benzyl-6-(2-hydroxyethyl)-3-methyl-piperazine-2,5-dione C(C1=CC=CC=C1)N1C([C@@H](NC([C@@H]1CCO)=O)C)=O